CC=1N=C2N(C=C(C=C2)C(=O)[O-])C1 2-methylimidazo[1,2-a]pyridine-6-carboxylate